C(C)OC1=CC=C(C(=O)NC2=CC=C(C=C2)[C@@H]2CNCCO2)C=C1 |r| (RS)-4-Ethoxy-N-(4-(morpholin-2-yl)phenyl)benzamide